BrCC1=CC(=C(C(=O)OC)C=C1F)OC methyl 4-(bromomethyl)-5-fluoro-2-methoxybenzoate